N-lauroyl-N-methyltaurine sodium salt [Na+].C(CCCCCCCCCCC)(=O)N(CCS(=O)(=O)[O-])C